C1(CCC1)N[C@H]1C[C@H](N(CC1)CC1=C2C=CNC2=C(C=C1OC)C)C1=CC=C(C(=O)O)C=C1 4-((2s,4r)-4-(cyclobutylamino)-1-((5-methoxy-7-methyl-1H-indol-4-yl)methyl)piperidin-2-yl)benzoic acid